1,1a,3,7b-tetrahydro-2H-cyclopropa[c]isoquinoline-2-carboxylic acid tert-butyl ester C(C)(C)(C)OC(=O)N1CC=2C=CC=CC2C2C1C2